Racemic-tert-butyl (6R,7S)-7-cyano-6-(3-(difluoromethyl)phenyl)-4-azaspiro[2.4]heptane-4-carboxylate C(#N)[C@H]1[C@@H](CN(C12CC2)C(=O)OC(C)(C)C)C2=CC(=CC=C2)C(F)F |r|